5-chloro-N-((4R,5S,7R,8R,9S,10R)-8,10-dihydroxy-7-(hydroxymethyl)-9-(4-(3,4,5-trifluorophenyl)-1H-1,2,3-triazol-1-yl)-1,6-dioxaspiro[4.5]dec-4-yl)benzo[b]thiophene-3-carboxamide ClC1=CC2=C(SC=C2C(=O)N[C@@H]2CCO[C@]23O[C@@H]([C@@H]([C@@H]([C@H]3O)N3N=NC(=C3)C3=CC(=C(C(=C3)F)F)F)O)CO)C=C1